COCOC=1C=C2C=CC=C(C2=C(C1)B1OC(C(O1)(C)C)(C)C)C#C[Si](C(C)C)(C(C)C)C(C)C ((6-(methoxymethoxy)-8-(4,4,5,5-tetramethyl-1,3,2-dioxaborolane-2-yl)naphthalen-1-yl)ethynyl)triisopropylsilane